FC=1C=C(C=CC1OC=1C=C2C=NN(C2=CC1C=1C=NN(C1)C(=O)OC(C)(C)C)C)C1=C(C(N(C(=C1)C(F)(F)F)C1=CC=C(C=C1)F)=O)C(=O)N (3-fluoro-4-(1-methyl-6-(1-Boc-pyrazol-4-yl)-1H-indazol-5-yloxy)phenyl)-6-trifluoromethyl-2-oxo-1-(4-fluorophenyl)-1,2-dihydropyridine-3-carboxamide